C(C(=C)C)(=O)OCCNC(=O)OC1=C(C2=CC=CC=C2C=C1)C1=C(C=CC2=CC=CC=C12)OC(NCCOC(C=C)=O)=O 2-[({[2'-({[2-(acryloyloxy)ethyl]carbamoyl}oxy)-1,1'-bi-naphthyl-2-yl]oxy}carbonyl)amino]ethyl methacrylate